Cl.Cl.ClC=1C(=NC2=CC=C(C=C2C1)N1C(CCC1)CN)N1CCNCC1 [1-(3-chloro-2-piperazin-1-yl-6-quinolinyl)pyrrolidin-2-yl]methylamine dihydrochloride